C(#N)C=1C=C(C=CC1)C1=NN2C(N=C(C=C2)C(=O)N[C@@H]2COC[C@@H]2O)=C1C1=CC(=NC(=C1)C)C 2-(3-cyanophenyl)-3-(2,6-dimethyl-4-pyridyl)-N-[(3R,4R)-4-hydroxytetrahydrofuran-3-yl]pyrazolo[1,5-a]pyrimidine-5-carboxamide